B(O)(O)O.FC=1C(=C(C(=C(C1)F)F)F)F.FC=1C(=C(C(=C(C1)F)F)F)F.FC=1C(=C(C(=C(C1)F)F)F)F.FC=1C(=C(C(=C(C1)F)F)F)F tetrapentafluorobenzene borate